C(C)OC(C(N1[C@@H](CC[C@H](C1)C)C=1C=CC2=CN(N=C2C1)C1CCN(CC1)C)=O)=O.O=C(C(=O)N)N1[C@H](CC[C@@H](C1)C)C=1C=CC2=CN(N=C2C1)C1CCN(CC1)C 2-oxo-2-[(2R,5S)-5-methyl-2-[2-(1-methyl-4-piperidyl)indazol-6-yl]-1-piperidyl]acetamide ethyl-2-oxo-2-[(2S,5R)-5-methyl-2-[2-(1-methyl-4-piperidyl)indazol-6-yl]-1-piperidyl]acetate